C(C=C)(=O)OC(COC(C=1C(C(=O)[O-])=CC=CC1)=O)O 2-Acryloyloxy-2-hydroxyethylphthalat